4-((2S,5S)-5-isopropyl-4,7,35-trioxo-37-(pyridin-2-yldisulfanyl)-2-(3-ureidopropyl)-10,13,16,19,22,25,28,31-octaoxa-3,6,34-triazaheptatriacontanamido)benzyl(2-aminoethyl)carbamate C(C)(C)[C@@H](C(N[C@H](C(=O)NC1=CC=C(CN(C([O-])=O)CCN)C=C1)CCCNC(=O)N)=O)NC(CCOCCOCCOCCOCCOCCOCCOCCOCCNC(CCSSC1=NC=CC=C1)=O)=O